2-(1-methyl-3-(4-(trifluoromethyl)phenyl)ureido)-5-oxo-5H-thieno[3,2-b]pyran-6-carboxylic acid CN(C(=O)NC1=CC=C(C=C1)C(F)(F)F)C1=CC=2OC(C(=CC2S1)C(=O)O)=O